(4-(trifluoromethyl)piperidin-1-yl)aniline FC(C1CCN(CC1)NC1=CC=CC=C1)(F)F